C1(CCC1)C1=NC=2N(C(=C1)N1CC(CC1)O)N=CC2 1-(5-Cyclobutylpyrazolo[1,5-a]pyrimidin-7-yl)pyrrolidin-3-ol